((1R,5S,6s)-6-((4-(2-aminopropan-2-yl)-6-(4-chlorophenyl)pyridin-2-yl)oxy)-3-azabicyclo[3.1.0]hexan-3-yl)(4-methyl-2-(pyrimidin-2-yl)thiazol-5-yl)methanone NC(C)(C)C1=CC(=NC(=C1)C1=CC=C(C=C1)Cl)OC1[C@@H]2CN(C[C@H]12)C(=O)C1=C(N=C(S1)C1=NC=CC=N1)C